CS(=O)[O-].[K+] potassium methyl-sulfinate